tri(2,3-dimethyl-2-pentyl)citrate CC(C)(C(CC)C)C(C(C(C(=O)[O-])(C(C)(C(CC)C)C)C(C)(C(CC)C)C)(O)C(=O)[O-])C(=O)[O-]